tert-butyl (2-{[4-(3-phenyl-1-{[2-(trimethylsilyl)ethoxy]methyl}-1H-pyrrolo[3,2-b]pyridin-2-yl)pyridin-3-yl]oxy}ethyl)carbamate C1(=CC=CC=C1)C1=C(N(C=2C1=NC=CC2)COCC[Si](C)(C)C)C2=C(C=NC=C2)OCCNC(OC(C)(C)C)=O